chlorodiaminodiphenylmethane ClC1=C(C=CC=C1)C(C1=CC=CC=C1)(N)N